C(CCC)C1=NC2(C(N1CC1=CC(=C(C=C1)C=1SC=CC1S(=O)(=O)NC1=NOC(=C1Cl)C)COCC)=O)CCCC2 2-(4-((2-butyl-4-oxo-1,3-diazaspiro[4.4]non-1-en-3-yl)methyl)-2-(ethoxymethyl)phenyl)-N-(4-chloro-5-methylisoxazol-3-yl)thiophene-3-sulfonamide